Ethyl 2-(2-fluorophenyl)-2-hydroxypropionate FC1=C(C=CC=C1)C(C(=O)OCC)(C)O